2-((3R*,4R*)-4-(((6-(cyclopropyl(((1r,4R)-4-(trifluoromethyl)cyclohexyl)methyl)amino)-5-fluoropyrimidin-4-yl)amino)methyl)-3-hydroxypiperidin-1-yl)acetamide C1(CC1)N(C1=C(C(=NC=N1)NC[C@@H]1[C@H](CN(CC1)CC(=O)N)O)F)CC1CCC(CC1)C(F)(F)F |o1:12,13|